[C@@H]12CNC[C@H]2C1OC=1N=NC(=CN1)C1=C(C=C(C=C1)N1C=NC=C1)O 2-(3-(((1R,5S,6s)-3-azabicyclo[3.1.0]hexan-6-yl)oxy)-1,2,4-triazin-6-yl)-5-(1H-imidazol-1-yl)phenol